10,10-dimethoxy-3,5-decadiene COC(CCCC=CC=CCC)OC